O=C1NC(CC[C@@H]1C1=C(C=C(C=C1F)N1CC(C1)C(=O)N1CC(C1)N1CCC(CC1)N1N=C2C=C(C(=CC2=C1)NC(C1=NC(=CC=C1)C(F)(F)F)=O)OC)F)=O (R)-N-(2-(1-(1-(1-(4-(2,6-dioxopiperidin-3-yl)-3,5-difluorophenyl)azetidine-3-carbonyl)azetidin-3-yl)piperidin-4-yl)-6-methoxy-2H-indazol-5-yl)-6-(trifluoromethyl)picolinamide